C(C1=CC=CC=C1)(=O)ON=C(C(=O)C1=CC=C(C=C1)SC1=CC=CC=C1)CC1CCCC1 1-[4-(phenylsulfanyl)phenyl]-3-cyclopentylpropane-1,2-dione-2-(O-benzoyl oxime)